N-(1-(4-(tert-butyl)phenyl)-6-methoxy-1H-pyrazolo[3,4-d]pyrimidin-4-yl)-5-nitrothiophene-2-carboxamide C(C)(C)(C)C1=CC=C(C=C1)N1N=CC=2C1=NC(=NC2NC(=O)C=2SC(=CC2)[N+](=O)[O-])OC